OC=1C=C(C=CC1CN1CCN(CC1)C)C=1C=C(C(N(C1)C)=O)C 5-[3-hydroxy-4-(4-methyl-piperazin-1-ylmethyl)-phenyl]-1,3-dimethyl-1H-pyridin-2-one